(S)-3-(7-oxo-5,7-dihydro-2H,6H-spiro[furo[2,3-f]isoindole-3,4'-piperidin]-6-yl)piperidine-2,6-dione hydrochloride Cl.O=C1N(CC=2C=C3C(=CC12)OCC31CCNCC1)[C@@H]1C(NC(CC1)=O)=O